CN1C=NC2=C1C=CC(=C2)COC2=CC=CC(=N2)N2CCN(CC2)CC2=NC1=C(N2C[C@H]2OCC2)C=C(C=C1)C(=O)OC (S)-methyl 2-((4-(6-((1-methyl-1H-benzo[d]imidazol-5-yl)methoxy)pyridin-2-yl)piperazin-1-yl)methyl)-1-(oxetan-2-ylmethyl)-1H-benzo[d]imidazole-6-carboxylate